methyl-2-(4-fluorostyryl)-4-(hex-3-yloxy)-6-hydroxybenzoate COC(C1=C(C=C(C=C1O)OC(CC)CCC)C=CC1=CC=C(C=C1)F)=O